C(C)(C)(C)C=1C=2N(N=CC1C(=O)O)C(=C(C2)Cl)C2=C(C(=CC(=C2)F)Cl)Cl 4-tert-butyl-6-chloro-7-(2,3-dichloro-5-fluorophenyl)pyrrolo[1,2-b]pyridazine-3-carboxylic acid